Cl.O(C1=CC=CC=C1)[C@@H]1C[C@H](NC1)C(=O)OC methyl (2S,4R)-4-phenoxypyrrolidine-2-carboxylate hydrochloride